FCCN(CCCOC=1C(=CC=2C(=C3C(=NC2C1)CCC3)NC)OC)C 6-{3-[(2-fluoroethyl)(methyl)amino]propoxy}-7-methoxy-N-methyl-1H,2H,3H-cyclopenta[b]quinolin-9-amine